ClCC(COCC1=CC=C(C=C1)F)=O 1-chloro-3-((4-fluorobenzyl)oxy)propan-2-one